1-(3-(4-(2-(trifluoromethyl)phenyl)piperidin-1-carbonyl)-1,4,5,7-tetrahydro-6H-pyrazolo[3,4-c]pyridin-6-yl)propan-1-one FC(C1=C(C=CC=C1)C1CCN(CC1)C(=O)C1=NNC=2CN(CCC21)C(CC)=O)(F)F